3-(5-(5-((+)-3-cyclopropyl-1-((S)-1,1-dimethylethylsulfinamido)-1-phenylpropyl)-2-fluorophenylcarbamoyl)-3-(trifluoromethyl)-1H-pyrazol-1-yl)benzyl-carbamic acid tert-butyl ester C(C)(C)(C)OC(NCC1=CC(=CC=C1)N1N=C(C=C1C(NC1=C(C=CC(=C1)C(CCC1CC1)(C1=CC=CC=C1)N[S@@](=O)C(C)(C)C)F)=O)C(F)(F)F)=O